3-(4-((7-(diisopropylamino)heptyl)thio)-1-oxoisoindolin-2-yl)piperidine-2,6-dione C(C)(C)N(CCCCCCCSC1=C2CN(C(C2=CC=C1)=O)C1C(NC(CC1)=O)=O)C(C)C